5-[4-[[4-[[(1s,5r,6s)-3-azabicyclo[3.1.0]hexan-6-yl]methyl]piperazin-1-yl]methyl]-1-piperidyl]-2-(2,6-dioxo-3-piperidyl)isoindoline-1,3-dione [C@@H]12CNC[C@H]2C1CN1CCN(CC1)CC1CCN(CC1)C=1C=C2C(N(C(C2=CC1)=O)C1C(NC(CC1)=O)=O)=O